ethyl 2-(2-((5-bromo-7-(2-morpholinoethoxy)benzofuran-3-yl)methoxy)phenyl)acetate BrC=1C=C(C2=C(C(=CO2)COC2=C(C=CC=C2)CC(=O)OCC)C1)OCCN1CCOCC1